N-(dihydroxymethyl)methacrylamide manganese [Mn].OC(NC(C(=C)C)=O)O